7-[(1s,3s)-3-(benzyloxy)-3-methylcyclobutyl]-5-ethoxy-3-[2-(methoxymethoxy)-6-methyl-4-(trifluoromethyl)phenyl]-7H-pyrrolo[2,3-c]pyridazine C(C1=CC=CC=C1)OC1(CC(C1)N1C=C(C2=C1N=NC(=C2)C2=C(C=C(C=C2C)C(F)(F)F)OCOC)OCC)C